methyl (2S)-6-amino-2-[[trans-4-[methyl-[4-(methylsulfamoylmethyl)cyclohexyl]amino]pyrrolo[2,3-d]pyrimidine-7-carbonyl]amino]hexanoate hydrochloride Cl.NCCCC[C@@H](C(=O)OC)NC(=O)N1C=CC2=C1N=CN=C2N([C@@H]2CC[C@H](CC2)CS(NC)(=O)=O)C